1-[3-(4-bromo-2-methoxyphenoxy)propyl]pyrrolidine BrC1=CC(=C(OCCCN2CCCC2)C=C1)OC